Methyl (E)-3-(4-methoxystyryl)benzoate COC1=CC=C(/C=C/C=2C=C(C(=O)OC)C=CC2)C=C1